N-(4'-((4-(2-methoxyethoxy)-6-(methylsulfonyl)pyridin-2-yl)amino)-[2,3'-bipyridin]-6'-yl)acetamide COCCOC1=CC(=NC(=C1)S(=O)(=O)C)NC1=C(C=NC(=C1)NC(C)=O)C1=NC=CC=C1